N-[5-(2,2-difluoroethyl)-4-methoxy-pyrimidin-2-yl]-6-methyl-1H-indole-3-sulfonamide FC(CC=1C(=NC(=NC1)NS(=O)(=O)C1=CNC2=CC(=CC=C12)C)OC)F